BrC1=CC2=CN(N=C2C(=C1)C(=O)OC)C methyl 5-bromo-2-methyl-2H-indazole-7-carboxylate